1,2-dimethylmercaptoethane CSCCSC